tert-butyl N-[(1R,3S)-3-[[5-chloro-4-(7-fluoro-3-isopropyl-2-methyl-indazol-5-yl)-2-pyridyl]carbamoyl]cyclohexyl]carbamate ClC=1C(=CC(=NC1)NC(=O)[C@@H]1C[C@@H](CCC1)NC(OC(C)(C)C)=O)C1=CC2=C(N(N=C2C(=C1)F)C)C(C)C